methyldiethanolamine Diacrylate C(C=C)(=O)O.C(C=C)(=O)O.CN(CCO)CCO